2,4-Ditrifluoromethylphenylboronic acid FC(C1=C(C=CC(=C1)C(F)(F)F)B(O)O)(F)F